ClC1=CN=C2N1N=C(C=C2[C@@H]2[C@H](C2)C2=CC=C1C=NN(C1=C2)CC(F)(F)F)C=2C(NC(NC2)=O)=O 5-(3-chloro-8-((1S,2S)-2-(1-(2,2,2-trifluoroethyl)-1H-indazol-6-yl)cyclopropyl)imidazo[1,2-b]pyridazin-6-yl)pyrimidine-2,4(1H,3H)-dione